FC1=C(C=CC(=C1)F)N1N=C(C2=CC=CC=C2C1=O)C=1C=[N+](C=CC1)[O-] 3-(3-(2,4-difluorophenyl)-4-oxo-3,4-dihydro-phthalazin-1-yl)pyridine 1-oxide